2-[7-[(2S,3S)-1-[2-[3-cyclopropyl-5-(trifluoromethyl)pyrazol-1-yl]acetyl]-2-[2-methyl-3-(trideuteriomethoxy)phenyl]pyrrolidin-3-yl]-4,7-diazaspiro[2.5]octan-4-yl]acetamide C1(CC1)C1=NN(C(=C1)C(F)(F)F)CC(=O)N1[C@H]([C@H](CC1)N1CCN(C2(CC2)C1)CC(=O)N)C1=C(C(=CC=C1)OC([2H])([2H])[2H])C